(R)-N-((1-(6-((4-(difluoromethyl)pyridin-2-yl)amino)-3-methylpyridin-2-carbonyl)-5,5-difluoropiperidin-2-yl)methyl)acetamide FC(C1=CC(=NC=C1)NC1=CC=C(C(=N1)C(=O)N1[C@H](CCC(C1)(F)F)CNC(C)=O)C)F